(cyanomethyl)-5-(tetrahydro-2H-pyran-4-yl)-1H-indole-2-carboxylic acid C(#N)CN1C(=CC2=CC(=CC=C12)C1CCOCC1)C(=O)O